10,13-dimethyl-17-(1-((2-(4-methylpiperazin-1-yl)acetoxy)imino)ethyl)-6,7,8,9,10,11,12,13,14,15,16,17-dodecahydro-1H-cyclopenta[a]phenanthren-3(2H)-one CC12C3CCC4(C(CCC4C3CCC2=CC(CC1)=O)C(C)=NOC(CN1CCN(CC1)C)=O)C